ClC1=C(C(=O)NC)C=CC=C1C 2-chloro-3,N-dimethyl-benzamide